3-[3-[4-[5-(3-ethylimidazol-4-yl)-1-methyl-indazol-7-yl]oxyphenoxy]propyl]-6-oxa-3-azabicyclo[3.1.1]heptane C(C)N1C=NC=C1C=1C=C2C=NN(C2=C(C1)OC1=CC=C(OCCCN2CC3OC(C2)C3)C=C1)C